2'-(quinolin-3-yl)-1-[(1,4,5-trimethyl-1H-imidazol-2-yl)methyl]-5',6'-dihydrospiro[azetidine-3,4'-pyrrolo[1,2-b]pyrazole] N1=CC(=CC2=CC=CC=C12)C=1C=C2N(N1)CCC21CN(C1)CC=1N(C(=C(N1)C)C)C